CCCCCCN1C=C[N+](=C1)C.C(C(F)(F)[P-](C(C(F)(F)F)(F)F)(C(C(F)(F)F)(F)F)(F)(F)F)(F)(F)F 1-hexyl-3-methylimidazolium tris(pentafluoroethyl)trifluorophosphate